C(C)N(C=O)CC N,N-diethyl-methanamide